N,N'-dimethyl-cyclohexane-1,2-diamine CNC1C(CCCC1)NC